carbene-nickel C=[Ni]